(Z)-2-((7-Cyanobenzo[b]thiophen-3-yl)methylene)-3-oxobutanoic acid methyl ester COC(\C(\C(C)=O)=C/C=1C2=C(SC1)C(=CC=C2)C#N)=O